ClC1=CC2=C(N=C(N2)N)C=C1Cl 5,6-dichloro-2-aminobenzimidazole